BrC=1C=C(C(=C(C1)F)CCl)F 5-bromo-2-(chloromethyl)-1,3-difluoro-benzene